C[C@H]1CN(C[C@H](O1)C)C(=O)C=1C2=C(N(N1)CC(=O)N1CCC(CC1)C1=C(C=CC=C1)C)CCC2 2-(3-((2S,6R)-2,6-Dimethylmorpholin-4-carbonyl)-5,6-dihydrocyclopenta[c]pyrazol-1(4H)-yl)-1-(4-(o-tolyl)piperidin-1-yl)ethan-1-on